FC(C=1C=CC(NC1)=O)(F)F 5-(trifluoromethyl)-2-pyridone